butane sodium salt [Na].CCCC